N1CCC(CC1)CN(CCCNC1=CC(=NC2=CC=CC=C12)C1=CC=C(C=C1)OC)CC1CCNCC1 N-(3-(Bis((piperidin-4-yl)methyl)amino)propyl)-2-(4-methoxyphenyl)quinolin-4-amine